2-methyl-4-(2-oxo-1,3-dihydroindol-6-yl)isoquinolin-1-one CN1C(C2=CC=CC=C2C(=C1)C1=CC=C2CC(NC2=C1)=O)=O